9H-carbazole-3,4,5,7,8-d5 tert-butyl-(3S)-3-[(5-amino-3-fluoro-2-pyridyl)oxy]pyrrolidine-1-carboxylate C(C)(C)(C)OC(=O)N1C[C@H](CC1)OC1=NC=C(C=C1F)N.C1=CC(=C(C=2C=3C(=CC(=C(C3NC12)[2H])[2H])[2H])[2H])[2H]